C1(=CC=CC=C1)C#CC/C=C/COC(C)=O Acetic acid (E)-6-phenylhex-2-en-5-yn-1-yl ester